6,7-Dimethoxyquinazolin-4(3H)-one COC=1C=C2C(NC=NC2=CC1OC)=O